rac-ethyl (3aR,6aR)-1-benzyl-4-methylhexahydropyrrolo[3,4-b]pyrrole-5(1H)-carboxylate C(C1=CC=CC=C1)N1[C@@H]2[C@H](CC1)[C@H](N(C2)C(=O)OCC)C |&1:12|